[Si](C1=CC=CC=C1)(C1=CC=CC=C1)(C(C)(C)C)OCC1CC(C1)N1N=C2C=C(C(=CC2=C1)NC(=O)C1=NC(=CC=C1)C(F)(F)F)C(F)F N-[2-[3-[[tert-butyl(diphenyl)silyl]oxymethyl]cyclobutyl]-6-(difluoromethyl)indazol-5-yl]-6-(trifluoromethyl)pyridine-2-carboxamide